CN1N=CC(=C1[C@@H]1[C@H](C(N(CC1)C(=O)OC(C)(C)C)=O)C)C tert-butyl (3R,4S)-4-(1,4-dimethyl-1H-pyrazol-5-yl)-3-methyl-2-oxopiperidine-1-carboxylate